1-(9Z-pentadecenoyl)-2-eicosanoyl-glycero-3-phosphoserine CCCCCCCCCCCCCCCCCCCC(=O)O[C@H](COC(=O)CCCCCCC/C=C\CCCCC)COP(=O)(O)OC[C@@H](C(=O)O)N